3-isobutyl-9,10-dimethoxy-6,7-dihydropyrido[2,1-a]isoquinolin-5-ium C(C(C)C)C=1C=CC2=[N+](CCC3=CC(=C(C=C23)OC)OC)C1